C(#N)[C@](C(=O)OCC)(CCC1=CC=CC=C1)N(C1=CC=CC=C1)O ethyl (S)-2-cyano-2-(hydroxy (phenyl) amino)-4-phenylbutyrate